NC/C(/CN1N=CN(C1=O)CC1=CC=C(S1)C=1C=C2CCC(NC2=NC1)=O)=C\F 6-[5-({1-[(2E)-2-(aminomethyl)-3-fluoroprop-2-en-1-yl]-5-oxo-1,5-dihydro-4H-1,2,4-triazol-4-yl}methyl)thiophen-2-yl]-3,4-dihydro-1,8-naphthyridin-2(1H)-one